CN1CCC(CC1)C1=NOC(=N1)[C@@]12CN(C[C@]2(C1)C(F)(F)F)C1=C2C=CC=NC2=C(C=C1)C#N 5-((1S,5R)-1-(3-(1-methylpiperidin-4-yl)-1,2,4-oxadiazol-5-yl)-5-(trifluoromethyl)-3-azabicyclo[3.1.0]hexan-3-yl)quinoline-8-carbonitrile